C(C1=CC=CC=C1)N1CC2(C1)CC(C2)OC(=O)N2[C@@H](CN(C[C@H]2C)C2=NC1=CC=C(C=C1N=C2)F)C (2R,6R)-4-(6-fluoroquinoxalin-2-yl)-2,6-dimethylpiperazine-1-carboxylic acid 2-benzyl-2-azaspiro[3.3]hept-6-yl ester